NC1=NC=CC=2N1C(=CC2C2N(CCC2)CC#CC)C2=CC=C(C(=O)NC1=NC=CC=C1)C=C2 4-(1-amino-5-(1-(but-2-ynyl)pyrrolidin-2-yl)pyrrolo[1,2-c]pyrimidin-7-yl)-N-(pyridin-2-yl)benzamide